4-((2R,3S,5R)-3-(3,4-difluoro-2-methoxyphenyl)-5-(1,1-difluoroethyl)-5-methyltetrahydrofuran-2-carboxamido)picolinamide FC=1C(=C(C=CC1F)[C@H]1[C@@H](O[C@@](C1)(C)C(C)(F)F)C(=O)NC1=CC(=NC=C1)C(=O)N)OC